OP(O)OP(O)O.C(C)(C)(CC)C1=C(C(=CC(=C1)C)C(C)(C)CC)C(O)(C(CO)(CO)CO)C1=C(C=C(C=C1C(C)(C)CC)C)C(C)(C)CC bis(2,6-di-t-pentyl-4-methylphenyl)pentaerythritol diphosphite